9,9'-(4-(3,5-dimethylphenyl)-2,6-bis(5H-pyrido[4,3-b]indol-5-yl)pyridine-3,5-diyl)bis(9H-carbazole-3,6-dicarbonitrile) CC=1C=C(C=C(C1)C)C1=C(C(=NC(=C1N1C2=CC=C(C=C2C=2C=C(C=CC12)C#N)C#N)N1C2=C(C=3C=CC=CC13)C=NC=C2)N2C1=C(C=3C=CC=CC23)C=NC=C1)N1C2=CC=C(C=C2C=2C=C(C=CC12)C#N)C#N